O=C1N(C(C2=CC=CC=C12)=O)CCCOC=1C(=CC(=C(C(=O)OC)C1)NC(C#C)=O)OC methyl 5-(3-(1,3-dioxoisoindolin-2-yl)propoxy)-4-methoxy-2-propiolamidobenzoate